C(C=C)(=O)N1CC(C1)CN1C(C(NC2=CC(=C(C=C12)F)C1=CC(=CC2=CC=CC=C12)O)=O)=O 1-((1-propenoylazetidin-3-yl)methyl)-7-fluoro-6-(3-hydroxynaphthalen-1-yl)quinoxaline-2,3(1h,4h)-dione